(E)-3-(2-((2,3-dihydro-1H-inden-2-yl)amino)pyrimidin-5-yl)-1-(3-methyl-3-(1H-1,2,3-triazol-4-yl)azetidin-1-yl)prop-2-en-1-one C1C(CC2=CC=CC=C12)NC1=NC=C(C=N1)/C=C/C(=O)N1CC(C1)(C=1N=NNC1)C